C1(C=CC=C1)[Ti](C1=C(C(=CC=C1F)N(CCCC1=CC=CC=C1)C(C1=CC=CC=C1)=O)F)(C1=C(C(=CC=C1F)N(CCCC1=CC=CC=C1)C(C1=CC=CC=C1)=O)F)C1C=CC=C1 bis(cyclopentadienyl)bis[2,6-difluoro-3-(N-(3-phenylpropyl)benzoylamino)phenyl]titanium